1-allyl-2-oxoimidazolin C(C=C)N1C(NCC1)=O